thiazole-1-sulfonamide S1(C=NC=C1)S(=O)(=O)N